ClC=1C(=NC=CC1)C1=CC(=NO1)C(=O)O 5-(3-chloropyridin-2-yl)isoxazole-3-carboxylic acid